1-methyl-3-phenethyl-5-(pyrrolidin-1-yl)-1H-1,2,4-triazole CN1N=C(N=C1N1CCCC1)CCC1=CC=CC=C1